5'-O-((cyanoethoxy)(thymidine-3'-yl)phosphoryl)thymidine C(#N)CCOP(=O)([C@@]1(C[C@@H](O[C@@H]1CO)N1C(=O)NC(=O)C(C)=C1)O)OC[C@@H]1[C@H](C[C@@H](O1)N1C(=O)NC(=O)C(C)=C1)O